1-[3-[[2-(2-chloro-5-hydroxy-anilino)-5-(trifluoromethyl)-pyrimidin-4-yl]amino]propyl]piperidin-2-one ClC1=C(NC2=NC=C(C(=N2)NCCCN2C(CCCC2)=O)C(F)(F)F)C=C(C=C1)O